ClC=1C=C(C=CC1Cl)NC(=O)[C@@H]1[C@H]([C@@H]2CC[C@H]1O2)C2=CC=NCC2 4-((1S,2S,3R,4R)-3-((3,4-Dichlorophenyl)carbamoyl)-7-oxabicyclo[2.2.1]heptan-2-yl)-5,6-dihydropyridin